5-(((Cyclopropylmethyl)amino)methyl)-N-(3-(2-(4-methyl-4H-1,2,4-triazol-3-yl)spiro[3.3]heptan-2-yl)phenyl)-2-oxo-1-(2,2,2-trifluoroethyl)-1,2-dihydropyridine-3-carboxamide C1(CC1)CNCC=1C=C(C(N(C1)CC(F)(F)F)=O)C(=O)NC1=CC(=CC=C1)C1(CC2(C1)CCC2)C2=NN=CN2C